ClC(C(=O)O)=CCC(=O)O chloropentenedioic acid